2-chloro-N-(5-chloro-6-(2H-1,2,3-triazol-2-yl)pyridin-3-yl)-4-(2-ethynyl-6-fluoropyridine-3-yl)-5-fluorobenzamide ClC1=C(C(=O)NC=2C=NC(=C(C2)Cl)N2N=CC=N2)C=C(C(=C1)C=1C(=NC(=CC1)F)C#C)F